2-(N-(1-(1-(4-fluoronaphthalen-1-yl)ethyl)piperidin-4-yl)methylsulfonamido)-N-(2-oxo-2-(prop-2-yn-1-ylamino)ethyl)acetamide FC1=CC=C(C2=CC=CC=C12)C(C)N1CCC(CC1)N(S(=O)(=O)C)CC(=O)NCC(NCC#C)=O